N-(3-(4-fluorophenyl)oxetan-3-yl)-2-isobutyryl-1,2,3,4-tetrahydroisoquinoline-7-sulfonamide FC1=CC=C(C=C1)C1(COC1)NS(=O)(=O)C1=CC=C2CCN(CC2=C1)C(C(C)C)=O